C(C)(C)(C)C=1C=CC(=C(C1)NC1=CC=2C(CCC(C2C=C1)(C)C)(C)C)B1OC(C(O1)(C)C)(C)C N-(5-(tert-butyl)-2-(4,4,5,5-tetramethyl-1,3,2-dioxaborolan-2-yl)phenyl)-5,5,8,8-tetramethyl-5,6,7,8-tetrahydronaphthalen-2-amine